homoallylglycine ethyl ester C(C)OC(CNCCC=C)=O